1-ethyl-4-(hept-6-en-1-yl)benzene C(C)C1=CC=C(C=C1)CCCCCC=C